BrC1=CC(=C(C=C1C)NC(=O)C1=C(C=NN1CCO)C)F N-(4-bromo-2-fluoro-5-methylphenyl)-1-(2-hydroxyethyl)-4-methyl-1H-pyrazole-5-carboxamide